tert-Butyl 4-[4-[5-[1-(5-chloro-3-pyridyl)ethoxy]-3-cyano-imidazo[1,2-a]pyridin-7-yl]-5-methyl-triazol-1-yl]piperidine-1-carboxylate ClC=1C=C(C=NC1)C(C)OC1=CC(=CC=2N1C(=CN2)C#N)C=2N=NN(C2C)C2CCN(CC2)C(=O)OC(C)(C)C